C1(CCCC1)OC1=C(C=CC=C1OC)CNC(=O)[C@H]1N(C[C@@H](C1)O)C([C@H](C(C)(C)C)N1N=NC(=C1)C1CC1)=O (2S,4r)-N-[[2-(cyclopentyloxy)-3-methoxy-phenyl]methyl]-1-[(2S)-2-(4-cyclopropyltriazol-1-yl)-3,3-dimethyl-butyryl]-4-hydroxy-pyrrolidine-2-carboxamide